Cl.NCC12CN(CC2C1)C1COC2=CC(=CC=C2C1)N1C(N=C(C=C1)NC(=O)N1CCNCC1)=O N-(1-(3-(1-(Aminomethyl)-3-Azabicyclo[3.1.0]Hexan-3-Yl)Chroman-7-Yl)-2-Oxo-1,2-Dihydropyrimidin-4-Yl)Piperazine-1-Carboxamide Hydrochloride Salt